C1(CC1)C(C(F)(F)C=1C=C(C=CC1)[C@@H](C)NC(OC(C)(C)C)=O)(C)O tert-butyl [(1R)-1-{3-[2-cyclopropyl-1,1-difluoro-2-hydroxypropyl]phenyl}ethyl]carbamate